C1(CC1)COC1=CC=C2C(=CNC2=C1)CC(=O)OCC ethyl 2-(6-(cyclopropylmethoxy)-1H-indol-3-yl)acetate